FC=1C=C(C#N)C=CC1C(=O)N1C(CN(CC1)C)C1=CC=CC=C1 3-fluoro-4-(4-methyl-2-phenylpiperazine-1-carbonyl)benzonitrile